C1(OCC2=CC=C(C=C2)CO1)=O 10-p-xylylene carbonate